Benzaldoxime C(C1=CC=CC=C1)=NO